(4-fluorophenyl)-5-(7-((1-propyl-1H-pyrazol-4-yl)sulfonyl)-4,7-diazaspiro[2.5]oct-4-yl)-1H-indazole FC1=CC=C(C=C1)N1N=CC2=CC(=CC=C12)N1C2(CC2)CN(CC1)S(=O)(=O)C=1C=NN(C1)CCC